5-chloro-N-(5-chloro-6-(2H-1,2,3-triazol-2-yl)pyridin-3-yl)-1-(quinolin-5-yl)-1H-pyrazole-4-carboxamide ClC1=C(C=NN1C1=C2C=CC=NC2=CC=C1)C(=O)NC=1C=NC(=C(C1)Cl)N1N=CC=N1